6-chloro-N1-(3-chloro-4-fluorophenyl)isoquinoline-1,7-diamine ClC=1C=C2C=CN=C(C2=CC1N)NC1=CC(=C(C=C1)F)Cl